ClC=1C(=C(NC2=NC=NC3=CC(=C(C=C23)NC(\C=C\CN2CCOCC2)=O)C#C[C@@]23C(NC[C@H]3C2)=O)C=CC1)F (E)-N-[4-(3-chloro-2-fluoro-anilino)-7-[2-[(1R,5S)-2-oxo-3-azabicyclo[3.1.0]hexan-1-yl]ethynyl]-quinazolin-6-yl]-4-morpholino-but-2-enamide